((4-(3,5-dimethoxybenzyl)piperazin-1-yl)methyl)-5,7-dihydroxy-2-(4-hydroxyphenyl)-4H-benzopyran-4-one COC=1C=C(CN2CCN(CC2)CC2=C(OC3=C(C2=O)C(=CC(=C3)O)O)C3=CC=C(C=C3)O)C=C(C1)OC